C(C1=CC=CC=C1)OC1=CC(=NC=2C=C[N+](CC12)=O)C=1C(=NC=C(C1C)C(F)(F)F)OC1=C(C(=C(C=C1)F)F)C 4-benzyloxy-2-[2-(3,4-difluoro-2-methyl-phenoxy)-4-methyl-5-(trifluoromethyl)-3-pyridinyl]-6-oxo-1,6-naphthyridine-6-ium